S1C=C(C=C1)C(=O)O 3-thiophenecarboxylic acid